(R)-5-(3-acetamidopyrrolidin-1-yl)-4-bromo-2-nitrobenzoic acid methyl ester COC(C1=C(C=C(C(=C1)N1C[C@@H](CC1)NC(C)=O)Br)[N+](=O)[O-])=O